ClC1=CC2=C(C(NN=C2N[C@H](C)C2=C(C(=CC=C2)C(F)(F)F)F)=O)C=N1 (R)-7-chloro-1-((1-(2-fluoro-3-(trifluoromethyl)phenyl)ethyl)amino)pyrido[3,4-d]pyridazine-4(3H)-one